5-(2-Aminopyridin-4-yl)-7-phenyl-1H-indazol-3-amine NC1=NC=CC(=C1)C=1C=C2C(=NNC2=C(C1)C1=CC=CC=C1)N